ClC1=C(C=C2C=C(N=CC2=C1)NC(=O)[C@H]1C[C@@]12CC(OCC2)(C)C)N2CCN(CC2)[C@]2(COC[C@H]2O)C (1S,3R)-N-(7-chloro-6-(4-((3S,4S)-4-hydroxy-3-methyltetrahydrofuran-3-yl)piperazin-1-yl)isoquinolin-3-yl)-5,5-dimethyl-6-oxaspiro[2.5]octane-1-carboxamide